1-(4-(2,6-dichloropyridin-4-yl)-4-hydroxypiperidin-1-yl)ethan-1-one ClC1=NC(=CC(=C1)C1(CCN(CC1)C(C)=O)O)Cl